C(C(=O)C)C1(C(NC(C1)(C)C)=O)CC(C)(NC(C)=O)C 3-acetonyl-3-(2-methyl-2-acetylamino-propyl)-5,5-dimethyl-tetrahydropyrrole-2(1H)-one